4-butan-2-yl-5-hydroxy-3,7-dimethylnonane-3,4,5-tricarboxylic acid CC(CC)C(C(CC)(C(=O)O)C)(C(CC(CC)C)(C(=O)O)O)C(=O)O